(E)-1-(4-bromophenyl)-3-(trifluoromethyl)pent-2-en-1-one BrC1=CC=C(C=C1)C(\C=C(/CC)\C(F)(F)F)=O